Cl.CC=1C=2CNCC2N2C=NC=C2C1 4-Methyl-2,3-dihydro-1H-2,7,8a-triaza-as-indacene hydrochloride